ClC1=C2C(=NC=C1)NC=C2C=2C=NNC2 4-chloro-3-(1H-pyrazol-4-yl)-1H-pyrrolo[2,3-b]Pyridine